(1R,3R)-5-(2-((1R,3aS,7aR,E)-7a-methyl-1-((R)-4-((S)-3-methylmorpholino)butan-2-yl)Octahydro-4H-inden-4-ylidene)ethylidene)-2-methylenecyclohexane-1,3-diol calcium iodite I(=O)[O-].[Ca+2].C[C@@]12CCC/C(/[C@@H]2CC[C@@H]1[C@H](C)CCN1[C@H](COCC1)C)=C\C=C1C[C@H](C([C@@H](C1)O)=C)O.I(=O)[O-]